N1CC(C1)CNC1CC1 N-(azetidin-3-ylmethyl)cyclopropanamine